(S)-N-(pyrrolidin-3-yl)quinolin-7-amine hydrochloride Cl.N1C[C@H](CC1)NC1=CC=C2C=CC=NC2=C1